1-(5,5-dimethyl-cyclohex-1-en-1-yl)ethan-1-one CC1(CCC=C(C1)C(C)=O)C